2-(4-methoxyphenyl)-5,5-dimethyl-2-(phenylethynyl)-1,3-dioxane COC1=CC=C(C=C1)C1(OCC(CO1)(C)C)C#CC1=CC=CC=C1